methyl 3-(3-(4-chloro-3-(trifluoromethyl) phenyl) ureido)-2,3,4,9-tetrahydro-1H-carbazole-6-carboxylate ClC1=C(C=C(C=C1)NC(NC1CCC=2NC3=CC=C(C=C3C2C1)C(=O)OC)=O)C(F)(F)F